(S)-2-(((2R,3S,4R,5R)-5-(6-amino-2-chloro-9H-purin-9-yl)-3-ethynyl-3,4-dihydroxytetrahydrofuran-2-yl)methoxy)-3-(4-(2-oxotetrahydropyrimidin-1(2H)-yl)phenyl)-propanoic acid NC1=C2N=CN(C2=NC(=N1)Cl)[C@H]1[C@@H]([C@@]([C@H](O1)CO[C@H](C(=O)O)CC1=CC=C(C=C1)N1C(NCCC1)=O)(O)C#C)O